S(=O)(=O)([O-])[O-].[Ca+2].N ammonia calcium sulfate